(S)-3-(2-(4-amino-6-(trifluoromethyl)-9H-pyrimido[4,5-b]indol-9-yl)acetyl)-N-(3-chloro-2-fluorobenzyl)-2-oxooxazolidine-4-carboxamide NC1=NC=NC=2N(C3=CC=C(C=C3C21)C(F)(F)F)CC(=O)N2C(OC[C@H]2C(=O)NCC2=C(C(=CC=C2)Cl)F)=O